7-[3-(3-tert-butylpiperazin-1-yl)-1,2,4-triazin-6-yl]-4-(1H-pyrazol-4-yl)-1,3-benzothiazole C(C)(C)(C)C1CN(CCN1)C=1N=NC(=CN1)C1=CC=C(C=2N=CSC21)C=2C=NNC2